C1(CC1)N(C1=CN=CN=N1)[C@@H]1[C@@H]([C@H]2CC[C@@H](C1)N2)F 6-{cyclopropyl[(1R,2R,3S,5S)-2-fluoro-8-azabicyclo[3.2.1]octan-3-yl]amino}-1,2,4-triazin